OC1=C(C=C(C=C1)/C=C/C(=O)C1=CC=C(C=C1)O)OC (e)-3-(4-Hydroxy-3-methoxyphenyl)-1-(4-hydroxyphenyl)prop-2-en-1-one